2-Chloro-N-{2-[4-(difluoromethyl)-1,3-thiazol-5-yl]-2-{4-[(1,6-naphthyridin-5-yloxy)methyl]piperidin-1-yl}ethyl}-6-fluorobenzamid ClC1=C(C(=O)NCC(N2CCC(CC2)COC2=C3C=CC=NC3=CC=N2)C2=C(N=CS2)C(F)F)C(=CC=C1)F